FC=1C=C(C2=C(OCCN2C2=C3C[C@H]([C@H](C3=C(C=C2)S(=O)(=O)C)O)F)C1)C#N 7-fluoro-4-((1S,2R)-2-fluoro-1-hydroxy-7-(methylsulfonyl)-2,3-dihydro-1H-inden-4-yl)-3,4-dihydro-2H-benzo[b][1,4]oxazine-5-carbonitrile